3-(4-(3-aminoazetidin-1-yl)-2-fluoro-6-methylphenyl)piperidine-2,6-dione NC1CN(C1)C1=CC(=C(C(=C1)C)C1C(NC(CC1)=O)=O)F